1-(1H-imidazol-2-yl)ethylamine N1C(=NC=C1)C(C)N